1,7-bis(4-hydroxy-3-methoxyphenyl)-4-(4-(trifluoromethoxy)benzylidene)heptane-3,5-dione OC1=C(C=C(C=C1)CCC(C(C(CCC1=CC(=C(C=C1)O)OC)=O)=CC1=CC=C(C=C1)OC(F)(F)F)=O)OC